5-(5-Methoxy-3,4'-bipyridin-2'-yl)-N-methyl-1H-1,2,4-triazol-3-amin COC=1C=C(C=NC1)C1=CC(=NC=C1)C1=NC(=NN1)NC